C12(C(=O)CC(CC1)C2(C)C)CS(=O)(=O)[O-].ClC2=C(C=CC(=C2)C(C2=CC=CC=C2)=O)SC2=CC=C(C=C2)[S+](C2=CC=C(C=C2)F)C2=CC=C(C=C2)F 4-(2-chloro-4-benzoylphenylthio)phenylbis(4-fluorophenyl)sulfonium camphorsulfonate